S1C(=NC2=C1C=CC=C2)C2(CN1C(CO2)CN(CC1)C(=O)C1=C(C(=CC=C1)OC)Cl)O (3-(benzo[d]thiazol-2-yl)-3-hydroxyhexahydropyrazino[2,1-c][1,4]oxazin-8(1H)-yl)(2-chloro-3-methoxyphenyl)methanone